6-((1S,2S)-2-(3-Fluoropyridin-2-yl)cyclobutyl)-4-oxo-1-((R)-1-(6-(trifluoromethyl)pyridin-3-yl)ethyl)-4,5-dihydro-1H-pyrazolo[3,4-d]pyrimidin-3-carbonitril FC=1C(=NC=CC1)[C@@H]1[C@H](CC1)C=1NC(C2=C(N1)N(N=C2C#N)[C@H](C)C=2C=NC(=CC2)C(F)(F)F)=O